N-methyl-N-isopropylsulfamoyl-amide C[N-]S(NC(C)C)(=O)=O